BrC1=C(C=C2C(=NC(=NN21)Cl)N(C(OC(C)(C)C)=O)CC=2OC=CN2)C[C@H]([C@H](C)F)NC(=O)OC(C)(C)C tert-butyl (7-bromo-6-((2R,3S)-2-((tert-butoxycarbonyl)amino)-3-fluorobutyl)-2-chloropyrrolo[2,1-f][1,2,4]triazin-4-yl)(oxazol-2-ylmethyl)carbamate